((2R,3S,4R,5R)-5-(4-aminopyrrolo[2,1-f][1,2,4]triazin-7-yl)-5-cyano-3,4-dihydroxytetrahydrofuran-2-yl)methyl ((R)-2-(naphthalen-2-ylmethoxy)-3-(octadecyloxy)propyl) hydrogen phosphate P(=O)(OC[C@H]1O[C@@]([C@@H]([C@@H]1O)O)(C#N)C1=CC=C2C(=NC=NN21)N)(OC[C@@H](COCCCCCCCCCCCCCCCCCC)OCC2=CC1=CC=CC=C1C=C2)O